4-benzyl-6-chloro-3-[3-(4-chlorophenyl)-2-propanoyl-3,4-dihydropyrazol-5-yl]-1H-quinolin-2-one C(C1=CC=CC=C1)C1=C(C(NC2=CC=C(C=C12)Cl)=O)C=1CC(N(N1)C(CC)=O)C1=CC=C(C=C1)Cl